5-chloro-2-(4,4-difluoroazepan-1-yl)-6-(fluoromethyl)nicotinate ClC=1C(=NC(=C(C(=O)[O-])C1)N1CCC(CCC1)(F)F)CF